n-propoxyethanol CCCOCCO